7-(1-(4-(cyclopropanecarbonyl)piperazin-1-yl)-2-methylpropyl)-3-ethylquinolin-2(1H)-one C1(CC1)C(=O)N1CCN(CC1)C(C(C)C)C1=CC=C2C=C(C(NC2=C1)=O)CC